[4-(5-chlorooxazolo[4,5-b]pyridin-2-yl)piperazin-1-yl]-[6-[2-(2,2-dimethylpropyl)triazol-4-yl]-5-fluoro-3-pyridyl]methanone ClC1=CC=C2C(=N1)N=C(O2)N2CCN(CC2)C(=O)C=2C=NC(=C(C2)F)C2=NN(N=C2)CC(C)(C)C